(2R)-2-((8R,9aS)-8-amino-1-oxo-5-phenethylhexahydro-1H-pyrrolo[1,2-a][1,4]diazepin-2(3H)-yl)-N-(3,4-dichlorobenzyl)-3-hydroxypropanamide N[C@@H]1C[C@@H]2N(C(CCN(C2=O)[C@@H](C(=O)NCC2=CC(=C(C=C2)Cl)Cl)CO)CCC2=CC=CC=C2)C1